C(=O)C1=C(N=C(S1)NC(OC(C)(C)C)=O)[2H] tert-butyl (5-formylthiazol-2-yl-4-d)carbamate